ClC1=CC=C(C=C1)N1C(=C(C=C1C1CC1)C(CN1CCCCC1)=O)C 1-(1-(4-Chlorophenyl)-5-cyclopropyl-2-methyl-1H-pyrrol-3-yl)-2-(piperidin-1-yl)ethanone